Beryllium selenium [Se].[Be]